NC=1C=C(C(=C2CCC(C(C12)=O)(C)OCCO)C)F 8-amino-6-fluoro-2-(2-hydroxyethoxy)-2,5-dimethyl-3,4-dihydro-naphthalen-1(2H)-one